C(C=C)(=O)OCCC1=CC=CC2=CC3=CC=CC=C3C=C12 2-(1-anthracenyl)ethyl acrylate